FC1=C(C(=CC(=C1)C=1C(=NC=CC1)F)F)N(CCCC(=O)OC)C Methyl 4-{[2,6-difluoro-4-(2-fluoro-pyridin-3-yl)-phenyl]-methyl-amino}-butanoate